tert-butyl 2-((8-bromo-3,7-dimethyl-2,6-dioxo-2,3,6,7-tetrahydro-1H-purin-1-yl)methyl)-3-chloro-1H-indole-1-carboxylate BrC1=NC=2N(C(N(C(C2N1C)=O)CC=1N(C2=CC=CC=C2C1Cl)C(=O)OC(C)(C)C)=O)C